2-(4-(trifluoromethyl)phenyl)-1H-imidazole FC(C1=CC=C(C=C1)C=1NC=CN1)(F)F